C(C)(C)(C)OC(N(C)C1=CC(=C(C=C1)OC1=NC=C(C=C1)NC(C1=CC=C(C=C1)OC1=CC=CC=C1)=O)F)=O.C1(CC=CC2=CC=CC=C12)OP dihydronaphthoxyphosphine tert-Butyl-[3-fluoro-4-({5-[(4-phenoxybenzoyl)amino]pyridin-2-yl}oxy)phenyl]-methylcarbamate